(2R,3S,4R,5R)-5-(4-aminopyrrolo[2,1-f][1,2,4]triazin-7-yl)-5-cyano-3,4-dihydroxytetrahydrofuran-2-acetate NC1=NC=NN2C1=CC=C2[C@]2([C@@H]([C@@H]([C@H](O2)CC(=O)[O-])O)O)C#N